FC1=C(C(=CC=2C(=COC21)C)C(=O)NOCCO)NC2=C(C=C(C=C2)I)F 7-Fluoro-6-((2-fluoro-4-iodophenyl)amino)-N-(2-hydroxyethoxy)-3-methylbenzofuran-5-carboxamide